FC=1C=C(C=CC1OC)C=1N=C2N(C(C1)=O)C=C(C=C2)N2C[C@@H]1N(CC[C@@H]1C2)C 2-(3-Fluoro-4-methoxyphenyl)-7-[(3aR,6aR)-1-methyl-hexahydropyrrolo[3,4-b]pyrrol-5(1H)-yl]-4H-pyrido[1,2-a]pyrimidin-4-one